NCCC[C@@H](C(=O)O)NC(=O)OC(C)(C)C (S)-5-amino-2-((tert-butoxycarbonyl)amino)pentanoic acid